3-ethyl-1,3-dimethyl-indol-2-one 7-hydroxy-3,9-diazabicyclo[3.3.1]nonane-9-carboxylate OC1CC2CNCC(C1)N2C(=O)O.C(C)C2(C(N(C1=CC=CC=C21)C)=O)C